N-(2,4-Difluorobenzyl)-9-hydroxy-2-isopropyl-1,8-dioxo-1,8-dihydro-2H-pyrido[1,2-a]pyrazine-7-carboxamide FC1=C(CNC(=O)C=2C(C(=C3N(C=CN(C3=O)C(C)C)C2)O)=O)C=CC(=C1)F